3-(5-((4-(4-((1R,2S)-6-hydroxy-2-phenyl-1,2,3,4-tetrahydronaphthalen-1-yl)phenyl)piperazin-1-yl)methyl)-1-oxoisoindolin-2-yl)piperidine-2,6-dione OC=1C=C2CC[C@@H]([C@@H](C2=CC1)C1=CC=C(C=C1)N1CCN(CC1)CC=1C=C2CN(C(C2=CC1)=O)C1C(NC(CC1)=O)=O)C1=CC=CC=C1